CN(CC1=C(C=C(C=C1)[N+](=O)[O-])C(F)(F)F)C N,N-dimethyl-1-(4-nitro-2-(trifluoromethyl)phenyl)methanamine